4-(tert-butyl)naphthalene-1-ol C(C)(C)(C)C1=CC=C(C2=CC=CC=C12)O